ClC=1C(=NC(=CC1)OC)C1=NN=C(N1C)C1=NC=CC=C1Cl 3-chloro-2-[5-(3-chloro-2-pyridyl)-4-methyl-1,2,4-triazol-3-yl]-6-methoxy-pyridine